2-(dimethylamino)-1-(3-(((3-isopropyl-2-(8-methyl-[1,2,4]triazolo[1,5-a]pyridin-6-yl)-1H-indol-5-yl)oxy)methyl)azetidin-1-yl)ethan-1-one CN(CC(=O)N1CC(C1)COC=1C=C2C(=C(NC2=CC1)C=1C=C(C=2N(C1)N=CN2)C)C(C)C)C